FC=1C=C2[C@@H]([C@H]([C@@H](N(C2=CC1)C(C)=O)C)C)NC=1C(=NC=CC1)OC 1-((2S,3R,4R)-6-fluoro-4-((2-methoxypyridin-3-yl)amino)-2,3-dimethyl-3,4-dihydroquinolin-1(2H)-yl)ethanone